2-(2-(pyridin-3-yl)ethyl)thiazole-5-carbaldehyde oxime hydrogen chloride Cl.N1=CC(=CC=C1)CCC=1SC(=CN1)C=NO